(6-Bromo-2,3-difluorophenyl)methanol BrC1=CC=C(C(=C1CO)F)F